C1([C@H](O)[C@@H](O)[C@H](O[C@H]2[C@H](O)[C@@H](O)[C@@H](O)[C@H](O2)CO)[C@H](O1)CO)C(O)[C@H](N)[C@H](O)[C@H](O)CCCCCCCCCCCCCC lactosyl-phytosphingosine